4-fluoro-3-(4-methoxy-1-(oxetan-3-yl)-1H-benzo[d]imidazol-5-yl)benzene FC1=C(C=CC=C1)C1=C(C2=C(N(C=N2)C2COC2)C=C1)OC